OC=1C=CC(=C(C1)C=1C(=C(N=C2[C@H]3C([C@@H](CC12)C3)(C)C)N3CC1(CN(C1)C(C=C)=O)CC3)C#N)C (1R,9R)-6-(5-hydroxy-2-methylphenyl)-10,10-dimethyl-4-(2-(2-propenoyl)-2,6-diazaspiro[3.4]octan-6-yl)-3-azatricyclo[7.1.1.02,7]undeca-2,4,6-triene-5-carbonitrile